CHLORoFORM-d [2H]C(Cl)(Cl)Cl